[SH2]=N.[Li] lithium sulfimide